O1C(NC=C1)=O anti-oxazolone